COC1=CC=C(C=CC(C(=O)O)=O)C=C1 4-methoxybenzylidenepyruvic acid